C1NCC2=C(C=CC=C12)C=1C=CC(=NC1)C[N+]1=NOC(=C1)[N-]C(NC1=CC(=CC=C1)C(F)(F)F)=O (3-((5-(isoindolin-4-yl)pyridin-2-yl)methyl)-1,2,3-oxadiazol-3-ium-5-yl)((3-(trifluoromethyl)phenyl)carbamoyl)amide